ClC1=C(C(=O)NC2=C3C=NN(C3=CC=C2)C=2N=CSC2)C=C(C=C1)CNC(CC(C)(C)C)=O 2-chloro-5-{[(3,3-dimethylbutyryl)amino]methyl}-N-[1-(1,3-thiazol-4-yl)-1H-indazol-4-yl]benzamide